CC1=NN=C(S1)SCC1=NC(=NO1)C1=CC=C(C=C1)OC(F)(F)F 5-(((5-methyl-1,3,4-thiadiazol-2-yl)thio)methyl)-3-(4-(trifluoromethoxy)phenyl)-1,2,4-oxadiazole